5-(2-methylthiophen-3-yl)-7,8-dihydro-[1,3]dioxino[4,5-g]isoquinoline CC=1SC=CC1C1=C2C(=CC3=CCNC=C13)OCOC2